1,3-distearoyl-2-oleoyl-glycerol C(CCCCCCCCCCCCCCCCC)(=O)OCC(OC(CCCCCCC\C=C/CCCCCCCC)=O)COC(CCCCCCCCCCCCCCCCC)=O